3-(6-(4-(4-(6-(6-((R)-2-(3-fluorophenyl)pyrrolidin-1-yl)imidazo[1,2-b]pyridazin-3-yl)pyridin-2-yl)piperazin-1-yl)but-1-yn-1-yl)-1-methyl-1H-indazol-3-yl)piperidine-2,6-dione FC=1C=C(C=CC1)[C@@H]1N(CCC1)C=1C=CC=2N(N1)C(=CN2)C2=CC=CC(=N2)N2CCN(CC2)CCC#CC2=CC=C1C(=NN(C1=C2)C)C2C(NC(CC2)=O)=O